4-((4-(4-(2-hydroxy-2-methylpropyl)-1H-pyrazol-1-yl)-5-(trifluoromethyl)pyrimidin-2-yl)amino)-N-methylbenzenesulfonamide OC(CC=1C=NN(C1)C1=NC(=NC=C1C(F)(F)F)NC1=CC=C(C=C1)S(=O)(=O)NC)(C)C